[N+](=O)([O-])C=1C=C2CCCNC2=CC1 6-nitro-1,2,3,4-tetrahydroquinoline